FC1(CC2(C1)CC(N(CC2)CC2=C1C=CNC1=C(C=C2OC)C)C2=CC=C(C=C2)C(=O)N2CC(CC2)O)F (4-(2,2-difluoro-7-((5-methoxy-7-methyl-1H-indol-4-yl)methyl)-7-azaspiro[3.5]nonan-6-yl)phenyl)(3-hydroxypyrrolidin-1-yl)methanone